1,3-dioctyltetramethyldisiloxane C(CCCCCCC)[Si](O[Si](CCCCCCCC)(C)C)(C)C